2-fluoro-4-(((1-methylpiperidin-4-yl)oxy)methyl)benzonitrile FC1=C(C#N)C=CC(=C1)COC1CCN(CC1)C